C(C=C)(=O)N1C[C@H](CCC1)C1=C2C3=C(NC2=C(C=C1F)C(=O)N)CCCCC3 (R)-1-(1-acryloylpiperidin-3-yl)-2-fluoro-5,6,7,8,9,10-hexahydrocyclohepta[b]-indole-4-carboxamide